1-((7-(2-Cyclobutoxyacetyl)-10-hydroxy-7-azaspiro[4.5]decan-10-yl)methyl)-N,N-dimethyl-6-oxo-4-phenyl-1,6-dihydropyridin-3-carboxamid C1(CCC1)OCC(=O)N1CC2(CCCC2)C(CC1)(O)CN1C=C(C(=CC1=O)C1=CC=CC=C1)C(=O)N(C)C